NC=1C2=C(N=CN1)N(C=C2Br)[C@@H]2C[C@@H]([C@@H]1[C@H]2OC(O1)(C)C)C(=O)NC (3aR,4S,6R,6aS)-6-(4-amino-5-bromo-7H-pyrrolo[2,3-d]pyrimidin-7-yl)-N,2,2-trimethyltetrahydro-4H-cyclopenta[d][1,3]dioxole-4-carboxamide